3-(2,3-difluorophenyl)-6-{4-[4-(propan-2-yl)piperazin-1-yl]phenyl}-1,2-dihydroquinolin-2-one FC1=C(C=CC=C1F)C=1C(NC2=CC=C(C=C2C1)C1=CC=C(C=C1)N1CCN(CC1)C(C)C)=O